Tert-butyl {8-chloro-4-[(3,3,3-trifluoro-2,2-dimethylpropyl)amino]pyrido[3,4-d]pyrimidin-6-yl}carbamate ClC1=NC(=CC2=C1N=CN=C2NCC(C(F)(F)F)(C)C)NC(OC(C)(C)C)=O